C(C(O)CO)C(C(=O)O)CCCCCC\C=C/CCCCCCCC.C(CCCCCCC\C=C/CCCCCCCC)(=O)OCC(O)CO glyceryl oleate (glyceryl oleate)